NC1=CC=C(C(=C1C(=O)N(C)C)F)C=1C(=C2C(=NC1)NC[C@@]21C[C@@H](CC1)N1N=C(N=C1N)C)Cl 6-Amino-3-((1S,3R)-3-(5-amino-3-methyl-1H-1,2,4-triazol-1-yl)-4'-chloro-1',2'-dihydrospiro[cyclopentane-1,3'-pyrrolo[2,3-b]pyridin]-5'-yl)-2-fluoro-N,N-dimethylbenzamide